ClC=1C=C(C(=NC1)OC)C1=C(C=C2NC(C=3N(C2=C1C)C(=NN3)C)(C)C)OC(F)(F)F 8-(5-Chloro-2-methoxy-pyridin-3-yl)-1,4,4,9-tetramethyl-7-(trifluoromethyloxy)-5H-[1,2,4]triazolo[4,3-a]quinoxaline